N-(4-{[6,7-bis(methyloxy)quinolin-4-yl]oxy}-3-fluorophenyl)-N'-{2-[4-(methyloxy)phenyl]ethyl}ethanediamide COC=1C=C2C(=CC=NC2=CC1OC)OC1=C(C=C(C=C1)NC(C(=O)NCCC1=CC=C(C=C1)OC)=O)F